ClC1=C(C=CC(=C1)NC1C(NC(CC1)=O)=O)N1CCC(CC1)(O)CC(=O)OC(C)(C)C tert-butyl 2-[1-[2-chloro-4-[(2,6-dioxo-3-piperidyl)amino]phenyl]-4-hydroxy-4-piperidyl]acetate